3-methoxymethoxy-9,10-dimethoxy-6,8,13,13a-tetrahydro-5H-dibenzo[a,g]quinolizine COCOC1=CC2=C(C3CC4=C(CN3CC2)C(=C(C=C4)OC)OC)C=C1